C(C(=C)C)(=O)SC(CSC=1SC(=NN1)SC)CC 2-methacryloylthio-n-butylthio-5-methylthio-1,3,4-thiadiazole